O=C1CC2(OC3=C(C(=CC=C13)C(=O)OC)C(=O)OC)CN(C2)C(=O)OCC2=CC=CC=C2 1-Benzyl 7',8'-dimethyl 4'-oxospiro[azetidine-3,2'-chroman]-1,7',8'-tricarboxylate